Cl.FC1=CC(=C2CCN(CC2=C1)C=1C=NC(=NC1)C1=NC=CC=N1)OC 7-fluoro-5-methoxy-2-(2-pyrimidin-2-ylpyrimidin-5-yl)-3,4-dihydro-1H-isoquinoline hydrochloride salt